1-(2-Morpholinoethyl)-7-(naphthalen-2-yl)quinoxalin-2(1H)-one O1CCN(CC1)CCN1C(C=NC2=CC=C(C=C12)C1=CC2=CC=CC=C2C=C1)=O